tert-butyl ((4-(4-((6-methoxypyridin-3-yl)oxy)piperidin-1-yl)-5-methylpyrimidin-2-yl)methyl)carbamate COC1=CC=C(C=N1)OC1CCN(CC1)C1=NC(=NC=C1C)CNC(OC(C)(C)C)=O